C(C1=CC=CC=C1)OC(C([C@H](C1=CC(=C(C=C1)C)CO)C1=C(C2=C(N(N=N2)C)C=C1)C)C)=O.CN(CCOC=1C=CC(=C(C(=O)N)C1)C)C 5-(2-(dimethylamino)ethoxy)-2-methyl-benzamide (3R)-benzyl-3-(1,4-dimethyl-1H-benzo[d][1,2,3]triazol-5-yl)-3-(3-(hydroxymethyl)-4-methylphenyl)-2-methylpropanoate